FC1=CC(=C(C=C1)NC(N(C)C1=CC=2OC(C(=CC2S1)C(=O)O)=O)=O)OC 2-(3-(4-fluoro-2-methoxyphenyl)-1-methylureido)-5-oxo-5H-thieno[3,2-b]pyran-6-carboxylic acid